C(C)(C)(C)OC(=O)N1CCN(CC1)C1CC(C1)N1N=C2C=C(C(=CC2=C1)NC(C(F)(F)F)=O)C(=O)OC methyl 2-((1r,3r)-3-(4-(tert-butoxycarbonyl)piperazin-1-yl)cyclobutyl)-5-(2,2,2-trifluoroacetamido)-2H-indazole-6-carboxylate